3-cyano-2,4-dimethylpyrrole C(#N)C1=C(NC=C1C)C